ClC1=CC2=C(NN=N2)C=C1 5-chlorobenzotriazole